1,2-oxazolium O1[NH+]=CC=C1